4-(2-((dimethylamino)methyl)-4-(trifluoromethyl)thiazol-5-yl)-N-(1-(methylsulfonyl)piperidin-4-yl)pyrimidin-2-amine CN(C)CC=1SC(=C(N1)C(F)(F)F)C1=NC(=NC=C1)NC1CCN(CC1)S(=O)(=O)C